2-Propanyl ({(3R,5aR,6R,7R,8aS)-6-[(1E,3R)-4-(5-chloro-2-fluorophenoxy)-3-hydroxy-1-buten-1-yl]-7-hydroxyoctahydro-2H-cyclopenta[b]oxepin-3-yl}methoxy)acetate ClC=1C=CC(=C(OC[C@@H](/C=C/[C@H]2[C@@H](C[C@@H]3OC[C@H](CC[C@@H]32)COCC(=O)OC(C)C)O)O)C1)F